NC=1N=C(C2=C(N1)C(=CS2)Br)C=2N=NN(C2)CC2=CC=CC(=N2)C2=COC2 3-(6-((4-(2-Amino-7-bromothieno[3,2-d]pyrimidin-4-yl)-1H-1,2,3-triazol-1-yl)methyl)pyridin-2-yl)oxetine